OCC(CCC1=CC=C(C=C1)CCCCCCCC)(CO)NC(C)=O N-[1,1-bishydroxymethyl-3-(4-octylphenyl)propyl]acetamide